3-bromo-4-(2,4-difluorophenoxy)-6-methyl-1-[4-(hydroxyaminocarbonyl)benzyl]pyridin-2(1H)-one BrC=1C(N(C(=CC1OC1=C(C=C(C=C1)F)F)C)CC1=CC=C(C=C1)C(=O)NO)=O